ClC=1C(=CC(=C(C1)C(=O)N1CCNCC1)O)O (5-chloro-2,4-dihydroxyphenyl)(piperazin-1-yl)methanone